NC=1C(=CC=CC1)C.ClC1=CC=C(C=C1)S(=O)O p-chlorobenzenesulfinic acid toluidine salt